N-(3-fluorobenzyl)-N-(3-methoxypropyl)-2,2-dimethylbutanamide FC=1C=C(CN(C(C(CC)(C)C)=O)CCCOC)C=CC1